magnesium (ethyl) bromide C(C)Br.[Mg]